ethyl 2-(4-((2-(3-chlorophenyl)-5,5-dioxido-7,8-dihydro-6H-thiopyrano[3,2-d]pyrimidin-4-yl)amino)phenyl)acetate ClC=1C=C(C=CC1)C=1N=C(C2=C(N1)CCCS2(=O)=O)NC2=CC=C(C=C2)CC(=O)OCC